(2R)-3-(((2,3-bis(((S)-3-((tert-butoxycarbonyl)amino)butanoyl)oxy)propoxy)(hydroxy)phosphoryl)oxy)-propane-1,2-diyl-ditetradecanoate C(C)(C)(C)OC(=O)N[C@H](CC(=O)OC(COP(=O)(O)OC[C@H](CCCCCCCCCCCCCCC(=O)[O-])CCCCCCCCCCCCCC(=O)[O-])COC(C[C@H](C)NC(=O)OC(C)(C)C)=O)C